2-[[4-(5-ethylpyrimidin-4-yl)piperazin-1-yl]methyl]-6-[(2-methoxyethoxy)methyl]-1H-indole C(C)C=1C(=NC=NC1)N1CCN(CC1)CC=1NC2=CC(=CC=C2C1)COCCOC